N,N'-bis(5-trifluoromethyl-2-pyridyl)formamidine FC(C=1C=CC(=NC1)NC=NC1=NC=C(C=C1)C(F)(F)F)(F)F